C(C1=CC=CC=C1)N1CC(N(CC1)CC1(CCN(CC12CCCC2)C(=O)OC(C)(C)C)O)=O tert-Butyl 10-((4-benzyl-2-oxopiperazin-1-yl)methyl)-10-hydroxy-7-azaspiro[4.5]decane-7-carboxylate